tert-Butyl 4-(benzyloxy)-2-methoxy-5,7-dihydro-6H-pyrrolo[3,4-d]pyrimidine-6-carboxylate C(C1=CC=CC=C1)OC=1C2=C(N=C(N1)OC)CN(C2)C(=O)OC(C)(C)C